C[C@H]1[C@H]2[C@@H]3CCC([C@@]3(C)CC[C@@H]2[C@]2(CCC(C=C2C1)=O)CC=O)=O 7α-methyl-19-formyl-4-androstene-3,17-dione